COC1=C(C(=CC=C1)N)NCCCC(F)(F)F 3-methoxy-N2-(4,4,4-trifluorobutyl)benzene-1,2-diamine